(cis)-tert-Butyl 4-(2-((1-(benzyloxy)-2-methyl-1-oxopropan-2-yl)oxy)ethyl)-3,3-difluorohexahydropyrrolo[3,2-b]pyrrole-1(2H)-carboxylate C(C1=CC=CC=C1)OC(C(C)(C)OCCN1CC[C@@H]2N(CC([C@@H]21)(F)F)C(=O)OC(C)(C)C)=O